FC=1C=C(C=NC1)C1=CC(=NC(=C1F)C)/C(=N/O)/N (Z)-5,5'-difluoro-N'-hydroxy-6'-methyl-[3,4'-bipyridine]-2'-formamidine